3-[(5-cyanopyridin-2-yl)amino]-N-(5-[[(2S)-1-[6-oxo-5-(trifluoromethyl)-1-[[2-(trimethylsilyl)ethoxy]methyl]-1,6-dihydropyridazin-4-yl]pyrrolidin-2-yl]methoxy]pyridin-3-yl)propanamide C(#N)C=1C=CC(=NC1)NCCC(=O)NC=1C=NC=C(C1)OC[C@H]1N(CCC1)C=1C=NN(C(C1C(F)(F)F)=O)COCC[Si](C)(C)C